NC1=C(C=C(C=N1)C=1C=C2C=C(NC2=CC1)C(=O)N1[C@H](CCC1)CN1CCCC1)OCC1=C(C=CC=C1Cl)Cl {5-[6-amino-5-(2,6-dichloro-benzyloxy)-pyridin-3-yl]-1H-indol-2-yl}-[(2R)-2-pyrrolidin-1-ylmethyl-pyrrolidin-1-yl]-methanone